4-[(5-Chlorooxazolo[4,5-b]pyridin-2-yl)amino]-2-azabicyclo[2.2.2]octane-2-carboxylic acid tert-butyl ester C(C)(C)(C)OC(=O)N1C2CCC(C1)(CC2)NC=2OC=1C(=NC(=CC1)Cl)N2